(S)-5-((S)-2-hydroxy-4-methylpentanoyl)-N-((S)-3-oxo-1-((R)-2-oxopyrrolidin-3-yl)-4-(trifluoromethoxy)butan-2-yl)-5-azaspiro[2.4]heptane-6-carboxamide O[C@H](C(=O)N1CC2(CC2)C[C@H]1C(=O)N[C@@H](C[C@@H]1C(NCC1)=O)C(COC(F)(F)F)=O)CC(C)C